(R)-1-(7-(8-ethyl-7-fluoro-3-(methoxymethoxy)naphthalen-1-yl)-8-fluoro-2-((1-(hydroxymethyl)cyclopropyl)methoxy)-5-methoxypyrido[4,3-d]pyrimidin-4-yl)-3-methylpiperidin-3-ol C(C)C=1C(=CC=C2C=C(C=C(C12)C1=C(C=2N=C(N=C(C2C(=N1)OC)N1C[C@@](CCC1)(O)C)OCC1(CC1)CO)F)OCOC)F